[Na].ClC1=C(C=CC(=C1)Cl)[C@@]1(OC2=C(OC1)C=CC=C2C2CCNCC2)[2H] (S)-4-(3-(2,4-dichlorophenyl)-2,3-dihydrobenzo[b][1,4]dioxin-5-yl-3-d)piperidine sodium